BrC1=CC=CC(C1)(Cl)Br 3,5-dibromo-5-chlorobenzene